C(C)(C)(C)C1=C(C)C=CC(=C1)C(C)(C)C 2,4-di-tert-butyltoluene